CNN(C(=O)NCCC)NC N,N-dimethylaminopropylurea